FC(OC1=CC=C(C=N1)C=1N=C(NC(C1)=O)C=1C=C(CNC(C(C)C)=O)C=CC1C(F)F)F N-(3-{4-[6-(difluoromethoxy)pyridin-3-yl]-6-oxo-1,6-dihydropyrimidin-2-yl}-4-(difluoromethyl)benzyl)isobutyramide